N-methyl-N-(piperidin-4-yl)-5-[5-(1H-pyrazol-4-yl)pyrimidin-2-yl][1,3]thiazolo[5,4-d][1,3]thiazol-2-amine CN(C=1SC=2N=C(SC2N1)C1=NC=C(C=N1)C=1C=NNC1)C1CCNCC1